C(C)(C)(C)OC(=O)N1CC(C(CC1)O)N 3-amino-4-hydroxy-piperidine-1-carboxylic acid tert-butyl ester